ClC1=CC=C(C=C1)C=1C(=CN2C1C(C=1C=CC=CC21)=O)C2OCCC2 1-(4-chlorophenyl)-2-(tetrahydrofuran-2-yl)-9H-pyrrolo[1,2-a]indol-9-one